BrC1=C2C=CN(C2=CC=C1)C1C(CN(CC1)C(=O)[O-])O 4-(4-bromo-1H-indol-1-yl)-3-hydroxypiperidine-1-carboxylate